OC1=CC=C2N=CC(=NC2=C1)C=1C=NN(C1)CC1CCN(CC1)C(=O)OC(C)(C)C tert-butyl 4-((4-(7-hydroxyquinoxalin-2-yl)-1H-pyrazol-1-yl)methyl)piperidine-1-carboxylate